C1CCCC=2OC3=CC=CC=C3C(C12)=O tetrahydro-xanthone